O1CCC2=C1C=CC(=C2)S(=O)(=O)N2CCC(CC2)C=2C=CC=1N(C2)N=CN1 6-(1-((2,3-dihydrobenzofuran-5-yl)sulfonyl)piperidin-4-yl)-[1,2,4]triazolo[1,5-a]pyridine